(3S)-N-[4-methyl-3-[2-methyl-6-(morpholin-4-yl)pyridin-4-yl]phenyl]-3-(2,2,2-trifluoroethyl)pyrrolidine-1-carboxamide CC1=C(C=C(C=C1)NC(=O)N1C[C@@H](CC1)CC(F)(F)F)C1=CC(=NC(=C1)N1CCOCC1)C